CC1=C(C=C(C=C1)C12C(CC(CC1)C2)C(=O)N)C2=NC=CC=C2 (4-methyl-3-pyridin-2-ylphenyl)bicyclo[2.2.1]heptane-2-carboxamide